7-aminoheptano-lactam NC1CCCCCC(=O)N1